FC(C1=NN=C(S1)COC1=CC=CC(=N1)C1=CC(=C(CC2=NC3=C(N2C[C@H]2OCC2)C=C(C=C3)C(=O)O)C=C1F)F)F (S)-2-(4-(6-((5-(difluoromethyl)-1,3,4-thiadiazol-2-yl)methoxy)pyridin-2-yl)-2,5-difluorobenzyl)-1-(oxetan-2-ylmethyl)-1H-benzo[d]imidazole-6-carboxylic acid